CN1C(=CC=2C1=CN=C(C2)NC(=O)C2CC2)C2=C(C=CC=C2)C N-[1-methyl-2-(2-methylphenyl)pyrrolo[2,3-c]pyridin-5-yl]cyclopropanecarboxamide